fluorine tetraethylene C=C.C=C.C=C.C=C.[F]